2-(4-pentylphenyl)-5-phenylfuran C(CCCC)C1=CC=C(C=C1)C=1OC(=CC1)C1=CC=CC=C1